N1CC(OCC1)C(=O)N1CCN(CC1)C1=CC=C(C=N1)C#N 6-[4-(Morpholin-2-carbonyl)piperazin-1-yl]pyridine-3-carbonitrile